(N-(2-aminoethyl)-3-aminopropyl)(methyl)(dimethoxy)silane NCCNCCC[Si](OC)(OC)C